FC(C1=C(C=C2CCCN(C2=C1)C=1C=C(C=C2CCN(CC12)C(=O)NC)C1CCC(CC1)NS(=O)(=O)C=C)C=1C=NN(C1)C)F 8-(7-(difluoromethyl)-6-(1-methyl-1H-pyrazol-4-yl)-3,4-dihydroquinolin-1(2H)-yl)-N-methyl-6-((1r,4r)-4-(vinylsulfonamido)cyclohexyl)-3,4-dihydroisoquinoline-2(1H)-carboxamide